tert-Butyl 5-bromo-1H-indazole-carboxylate BrC=1C=C2C(=NNC2=CC1)C(=O)OC(C)(C)C